NC=1C(=NC=CC1F)C(=O)OCC ethyl 3-amino-4-fluoropicolinate